4-((3-(1-((1R,4R)-5-oxaspiro[3.4]octan-1-yl)-1H-pyrazol-4-yl)-2-methoxyphenyl)amino)-6-(cyclopropanecarboxamido)pyridazine-3-carboxamide [C@H]1(CC[C@]12OCCC2)N2N=CC(=C2)C=2C(=C(C=CC2)NC2=C(N=NC(=C2)NC(=O)C2CC2)C(=O)N)OC